3-(((5-amino-1,3,4-thiadiazol-2-yl)oxy)methyl)pyrrolidine-1-carboxylic acid tert-butyl ester C(C)(C)(C)OC(=O)N1CC(CC1)COC=1SC(=NN1)N